FC(S(=O)(=O)OC1=CCC2(COC2)CC1)(F)F 2-oxaspiro[3.5]non-6-en-7-yl trifluoromethanesulfonate